C1=C(C=CC=2OC3=C(C21)C=CC=C3)[C@@H](C)NC3=CN=C(N(C3=O)CC(=O)NCC3=CC=2C=NC=CC2N3)C3=C(C=CC=C3)C 2-[5-[[(1R)-1-dibenzofuran-2-ylethyl]amino]-2-(o-tolyl)-6-oxo-pyrimidin-1-yl]-N-(1H-pyrrolo[3,2-c]pyridine-2-ylmethyl)acetamide